octenenon CC(C=CC=CCC)=O